tetrahydrofuran-3,4-diyl bis(oxetane-3-carboxylate) O1CC(C1)C(=O)OC1COCC1OC(=O)C1COC1